C(C)OC(=O)C=1N=C2N(C=C(C=C2)C(N)=NO)C1 ethyl-6-(N'-hydroxycarbamimidoyl)imidazo[1,2-a]pyridine-2-carboxylate